2,7-bis(trifluoromethyl)-9H-indeno[2,1-d]Pyrimidin-9-one FC(C=1N=CC2=C(N1)C(C=1C=C(C=CC12)C(F)(F)F)=O)(F)F